C(C)(C)(C)[Si](OCC1=C2C(=CN=C1)SC=C2C#CC)(C)C tert-butyl-dimethyl-[(3-prop-1-ynylthieno[2,3-c]pyridin-4-yl)methoxy]silane